N,N-dimethyl-4'-{[trans-4-{[4-(pentafluoro-λ6-sulfanyl)phenyl]Amino}cyclohexyl]sulfonyl}-[1,1'-biphenyl]-4-carboxamide CN(C(=O)C1=CC=C(C=C1)C1=CC=C(C=C1)S(=O)(=O)[C@@H]1CC[C@H](CC1)NC1=CC=C(C=C1)S(F)(F)(F)(F)F)C